O1COC2=C1C=CC=C2C[C@H]2N(CCCCC2)C2=CC(=CC(N2)=O)N2CCOCC2 (S)-6-(2-(benzo[d][1,3]dioxol-4-ylmethyl)azepan-1-yl)-4-morpholinopyridin-2(1H)-one